phytanyl-coenzyme A C(CC(C)CCCC(C)CCCC(C)CCCC(C)C)SCCNC(CCNC([C@@H](C(COP(OP(OC[C@@H]1[C@H]([C@H]([C@@H](O1)N1C=NC=2C(N)=NC=NC12)O)OP(=O)(O)O)(=O)O)(=O)O)(C)C)O)=O)=O